N-(1-ethyl-2-oxo-1,2-dihydrobenzo[cd]indol-6-yl)-4-fluorobenzamide C(C)N1C(C2=C3C(C(=CC=C13)NC(C1=CC=C(C=C1)F)=O)=CC=C2)=O